C(C)[C@@H]1N(C[C@H](N(C1)C(C=1N=COC1)C1=CC=C(C=C1)F)CC)C1=CC(N(C=2C=CC(=NC12)C#N)C)=O 8-[(2s,5r)-2,5-diethyl-4-[(4-fluorophenyl)(1,3-oxazol-4-yl)methyl]piperazin-1-yl]-5-methyl-6-oxo-5,6-dihydro-1,5-naphthyridine-2-carbonitrile